(3s)-3-[7-[2-cyano-3-[[ethyl(methyl)sulfamoyl]amino]-6-fluoro-phenoxy]quinoxalin-2-yl]-1-oxa-8-azaspiro[4.5]decane C(#N)C1=C(OC2=CC=C3N=CC(=NC3=C2)[C@H]2COC3(C2)CCNCC3)C(=CC=C1NS(N(C)CC)(=O)=O)F